C12CC(CC2C1)OC1=C(C=C(C=C1F)NC(=O)C=1N=C(SC1CC)N1CC(C1)(C)OC)F N-(4-(bicyclo[3.1.0]hexan-3-yloxy)-3,5-difluorophenyl)-5-ethyl-2-(3-methoxy-3-methylazetidin-1-yl)thiazole-4-carboxamide